C(#N)C1=CC(=C(C=C1)N1CC(N(C2(CC(C2)C(=O)OC(C)(C)C)C1=O)CC1=CC=C(C=C1)C(F)(F)F)=O)F tert-butyl (2r,4r)-8-(4-cyano-2-fluorophenyl)-6,9-dioxo-5-(4-(trifluoromethyl)benzyl)-5,8-diazaspiro[3.5]nonane-2-carboxylate